Cl.C(C1=CC=CC=C1)C1CN(CC1)C(C(=O)N[C@@H](C)C1=C(C(=O)O)C=CC=C1)(C)C ((1S)-1-(2-(3-Benzylpyrrolidin-1-yl)-2-methylpropionylamino)ethyl)benzoic acid hydrochloride